ClC=1C(=NC(=NC1)N1C[C@H](C(CC1)(F)F)O)NC1=CC=2C3=C(CN(C2C=C1)C)OCC[C@@H](N3)C3CC3 (R)-10-((5-chloro-2-((R)-4,4-difluoro-3-hydroxypiperidin-1-yl)pyrimidin-4-yl)amino)-2-cyclopropyl-7-methyl-1,2,3,4-tetrahydro-[1,4]oxazepino[2,3-c]quinolin